dodecyl (S)-5-fluoro-3-((R)-5-isopropyl-3-(isoquinolin-1-yl)-4,5-dihydroisoxazole-5-carboxamido)-4-oxopentanoate FCC([C@H](CC(=O)OCCCCCCCCCCCC)NC(=O)[C@@]1(CC(=NO1)C1=NC=CC2=CC=CC=C12)C(C)C)=O